S(=O)(=O)(O)C=1OC=CC1 sulfofurane